(E)-2-(oct-5-en-2-yl)cyclopentane-1,3-dione CC(CC\C=C\CC)C1C(CCC1=O)=O